NC=1C=C(C=NC1OC)C1CN(CCC1=O)C(=O)OC(C)(C)C tert-butyl 3-(5-amino-6-methoxypyridin-3-yl)-4-oxopiperidine-1-carboxylate